[Si](C)(C)(C(C)(C)C)OCC1(C(NC2=CC(=CC=C12)C#CC1=NC=CC2=CN=C(C=C12)NC1=CC=C(C=C1)S(=O)(=O)C)=O)C 3-(((tert-butyldimethylsilyl)oxy)methyl)-3-methyl-6-((7-((4-(methylsulfonyl)phenyl)amino)-2,6-naphthyridin-1-yl)ethynyl)indolin-2-one